CC1=C(OC(C(=O)O)(C)C)C(=CC(=C1)CN1C(N(CC1=O)C1=CC(=C(C=C1)C(F)(F)F)F)=O)C 2-(2,6-Dimethyl-4-((3-(3-fluoro-4-(trifluoromethyl)phenyl)-2,5-dioxoimidazolin-1-yl)methyl)phenoxy)-2-methylpropionic acid